ClC=1C=C(NC2(CCC3(N(CC4=CC=CC=C34)CCCO)CC2)C(=O)O)C=CC1 (1s,4s)-4-(3-Chloroanilino)-2'-(3-hydroxypropyl)-2',3'-dihydrospiro[cyclohexane-1,1'-isoindole]-4-carboxylic acid